FC=1C(=C2C=NNC2=CC1O)C(F)(F)F 5-fluoro-4-(trifluoromethyl)-1H-indazol-6-ol